5-bromo-2,3-dimethylbenzoic acid BrC=1C=C(C(=C(C(=O)O)C1)C)C